FC(C1=CC=C(C=C1)N1C=2N(CC(C1)C(=O)OCC)N=CC2)(F)F ethyl 4-(4-(trifluoromethyl)phenyl)-4,5,6,7-tetrahydropyrazolo[1,5-a]pyrimidine-6-carboxylate